N-(5-chloro-4-(quinolin-4-yl)pyrimidin-2-yl)-6-methoxy-2-methyl-1,2,3,4-tetrahydroisoquinolin-7-amine ClC=1C(=NC(=NC1)NC1=C(C=C2CCN(CC2=C1)C)OC)C1=CC=NC2=CC=CC=C12